S(=O)(=O)([O-])OS(=O)(=O)[O-] disulfate